(R)-3-[2-[3-[4-amino-8-(dimethylamino)pyrido[3,2-d]pyrimidin-6-yl]phenyl]ethynyl]-3-hydroxy-1-methyl-pyrrolidin-2-one NC=1C2=C(N=CN1)C(=CC(=N2)C=2C=C(C=CC2)C#C[C@]2(C(N(CC2)C)=O)O)N(C)C